4-(2,6-dimethyl-4-nitrophenoxy)-3-fluorothiophene-2-carboxylic acid methyl ester COC(=O)C=1SC=C(C1F)OC1=C(C=C(C=C1C)[N+](=O)[O-])C